C(C)N(C1=CC=C(C=C1)C(NC1=NC=CC=C1)C1=CC=C2C=CC(=NC2=C1OCCC#C)C)CC N-((4-Diethylaminophenyl)(8-(but-3-yn-1-yloxy)-2-methylquinolin-7-yl)methyl)pyridin-2-amine